Cl.Cl.N[C@H](CC1=C(C=2N=C(N=C(C2S1)NCC=1SC(=CN1)F)Cl)C)C 6-[(2S)-2-aminopropyl]-2-chloro-N-[(5-fluoro-1,3-thiazol-2-yl)methyl]-methylthieno[3,2-d]pyrimidin-4-amine dihydrochloride